4'-((3-(2-chlorophenyl)-5-isopropylisoxazol-4-yl)methoxy)-[1,1'-biphenyl]-3-carboxylic acid ClC1=C(C=CC=C1)C1=NOC(=C1COC1=CC=C(C=C1)C1=CC(=CC=C1)C(=O)O)C(C)C